(3-acetoxy)-propyltriphenylphosphonium bromide [Br-].C(C)(=O)OCCC[P+](C1=CC=CC=C1)(C1=CC=CC=C1)C1=CC=CC=C1